3,5-difluorophenyl-methylsulfonyl chloride FC=1C=C(C=C(C1)F)CS(=O)(=O)Cl